eicosanedioic acid, mono(1,1-dimethylethyl) ester C(CCCCCCCCCCCCCCCCCCC(=O)[O-])(=O)OC(C)(C)C